O[C@H](C)C1=NC=2C(=C3C(=NC2)C=CS3)N1[C@@H]1CN(CCC1)C(=O)OC(C)(C)C tert-Butyl (3S)-3-[2-[(1R)-1-hydroxyethyl]-1H-imidazo[4,5-d]thieno[3,2-b]pyridin-1-yl]piperidine-1-carboxylate